CN1C(CCC(C1)C1=NNC=C1)=O 1-methyl-5-(1H-pyrazol-3-yl)piperidin-2-one